1-(2,3-dichlorobenzyl)-1H-1,2,4-triazole-3-carboxamide ClC1=C(CN2N=C(N=C2)C(=O)N)C=CC=C1Cl